(2R,5R)-1-(2-{6-[(2,4-Difluorophenyl)methyl]-3,3-dimethyl-1H,2H,3H-pyrrolo[3,2-c]pyridin-1-yl}-2-oxoethyl)-N,N,5-trimethylpiperazine-2-carboxamide dihydrochloride Cl.Cl.FC1=C(C=CC(=C1)F)CC1=CC2=C(C=N1)C(CN2C(CN2[C@H](CN[C@@H](C2)C)C(=O)N(C)C)=O)(C)C